CN1C(=NC=C1CO)[N+](=O)[O-] (1-Methyl-2-nitro-1H-imidazol-5-yl)methanol